C(C)(=O)O.N1=CNC(C2=CC=CC=C12)=O quinazoline-4(3H)-one acetate